CC1CC(NC1)C(=O)N 4-methylpyrrolidine-2-carboxamide